BrC=1C=C(C=NC1)N1N=C(C=2CCCC(C12)C(=O)OC)C(F)(F)F methyl 1-(5-bromo-3-pyridinyl)-3-(trifluoromethyl)-4,5,6,7-tetrahydroindazole-7-carboxylate